Cl.CC1(C(N(CCN1)C1=CC=CC=C1)=O)C 3,3-dimethyl-1-phenylpiperazin-2-one hydrochloride